5-chloro-N-[2-(2,4-dichlorophenyl)-2,2-difluoroethyl]-2-(trifluoro-methyl)isonicotinamide ClC1=CN=C(C=C1C(=O)NCC(F)(F)C1=C(C=C(C=C1)Cl)Cl)C(F)(F)F